NCC1(CCCCC1)CN bis(aminomethyl)cyclohex-ane